C(C)(C)(C)C=1C=C(C=CC1O)C(CC(=O)[O-])(C)C1=CC(=C(C=C1)O)C(C)(C)C 3,3-bis(3-tert-butyl-4-hydroxyphenyl)butyrat